CN(CCN(C(=O)C1=NC=CC=C1)CC)C N-(2-(dimethylamino)ethyl)-N-ethylpyridine-2-amide